FC=1C=C(C=CC1C=1N=C2N(C3=C(N2)C=C(C=C3)C(NCCCN3CCC(CC3)F)=O)C1)C1N(CCC1)C(=O)OC(C)(C)C tert-butyl 2-(3-fluoro-4-(7-((3-(4-fluoropiperidin-1-yl)propyl)carbamoyl)-9H-benzo[d]imidazo[1,2-a]imidazol-2-yl)phenyl)pyrrolidine-1-carboxylate